((4-(4-methylpiperidin-4-yl)phenyl)amino)-5-(3-(3-oxohexahydroimidazo[1,5-a]pyridin-2(3H)-yl)piperidin-1-yl)pyrazine-2-carboxamide CC1(CCNCC1)C1=CC=C(C=C1)NC=1C(=NC=C(N1)N1CC(CCC1)N1C(N2C(CCCC2)C1)=O)C(=O)N